C(C1=CC=CC=C1)OC(=O)N1CC2(CC2)C[C@H]1C1=NC(=C2N1C=CN=C2Cl)I (S)-6-(1-iodo-8-chloroimidazo[1,5-a]pyrazin-3-yl)-5-azaspiro[2.4]heptane-5-carboxylic acid benzyl ester